(2S,3R)-2-[(2,3'-difluoro[1,1'-biphenyl]-3-yl)methyl]-3-[(dimethylsulfamoyl)amino]-4,4-difluoro-N,N-dimethylpyrrolidine-1-carboxamide FC1=C(C=CC=C1C[C@@H]1N(CC([C@@H]1NS(N(C)C)(=O)=O)(F)F)C(=O)N(C)C)C1=CC(=CC=C1)F